CN(C)CCCN1CN(CN(C1)CCCN(C)C)CCCN(C)C N,N',N''-tris(dimethylaminopropyl)hexahydrotriazine